1,2-bis-(sec-butylamino)-cyclohexane C(C)(CC)NC1C(CCCC1)NC(C)CC